CN1N=CC=2C1=NC(=CC2N2CC1=C(CC2)N(N=C1C)CC12CCC(CC1)(CC2)NC(CO)=O)C N-(4-((5-(1,6-dimethyl-1H-pyrazolo[3,4-b]pyridin-4-yl)-3-methyl-4,5,6,7-tetrahydro-1H-pyrazolo[4,3-c]pyridin-1-yl)methyl)bicyclo[2.2.2]octan-1-yl)-2-hydroxyacetamide